2-[(2-cyanoethyl)amino]-2-methylpropanoic acid C(#N)CCNC(C(=O)O)(C)C